strontium zirconium titanium aluminum yttrium [Y].[Al].[Ti].[Zr].[Sr]